NC1=NC(=NC=N1)CC1=CC=C2[C@](NC(NC2=C1)=O)(C(F)(F)F)C#CC1CC1 (S)-7-((4-amino-1,3,5-triazin-2-yl)methyl)-4-(cyclopropyl-ethynyl)-4-(trifluoromethyl)-3,4-dihydroquinazolin-2(1H)-one